(5-(1-(3-fluorophenyl)prop-1-en-1-yl)thiazol-4-yl)carbamic acid tert-butyl ester C(C)(C)(C)OC(NC=1N=CSC1C(=CC)C1=CC(=CC=C1)F)=O